3-(N-(5-cyano-2-(4,4-difluoropiperidin-1-yl)phenyl)sulfamoyl)-4-methoxybenzoic acid C(#N)C=1C=CC(=C(C1)NS(=O)(=O)C=1C=C(C(=O)O)C=CC1OC)N1CCC(CC1)(F)F